Ethyl 7-(N'-hydroxycarbamimidoyl)imidazo[1,2-a]pyridine-2-carboxylate ON=C(N)C1=CC=2N(C=C1)C=C(N2)C(=O)OCC